C(C)N=C(N(CCC)CC)[Sc](C(N(CC)CCC)=NCC)C(N(CC)CCC)=NCC tris(diethyl-n-propylamidino)scandium